COC(C1=C(C=CC=C1)C1=NC(=NC=C1Cl)NC=1C=NN(C1)C1CCNCC1)=O (5-chloro-2-((1-(piperidin-4-yl)-1H-pyrazol-4-yl)amino)pyrimidin-4-yl)benzoic acid methyl ester